FC(C1CN(CC1)C(C)C1=CC=C(C=N1)CN)(F)F (6-(1-(3-(trifluoromethyl)pyrrolidin-1-yl)ethyl)pyridin-3-yl)methylamine